1,3-dimethyl-cyclopentane CC1CC(CC1)C